O=C1NC(CC[C@@H]1NC(=O)C1=NN(C2=C1CN(CC2)C(=O)OC(C)(C)C)C)=O tert-butyl (S)-3-((2,6-dioxopiperidin-3-yl) carbamoyl)-1-methyl-1,4,6,7-tetrahydro-5H-pyrazolo[4,3-c]pyridine-5-carboxylate